NC1=NC=C(C2=C1C(=NN2C(C)C)C2=CC(=C(C=C2F)NS(=O)(=O)CC2=C(C=CC=C2)F)F)C2CCC(CC2)N(C)C N-(4-(4-amino-7-((1r,4r)-4-(dimethylamino)cyclohexyl)-1-isopropyl-1H-pyrazolo[4,3-c]pyridin-3-yl)-2,5-difluorophenyl)-1-(2-fluorophenyl)methanesulfonamide